tert-butyl-4-(3-((1-cyclopropyl-5-chloro-1H-indol-3-yl)sulfonyl)phenyl)piperazine C(C)(C)(C)N1CCN(CC1)C1=CC(=CC=C1)S(=O)(=O)C1=CN(C2=CC=C(C=C12)Cl)C1CC1